1,1,1,3,3,3-hexafluoropropan-2-yl 1-(2-(4,4-difluoropiperidin-1-yl)-4-(trifluoromethyl) benzyl)-1,8-diazaspiro[4.5]decane-8-carboxylate FC1(CCN(CC1)C1=C(CN2CCCC23CCN(CC3)C(=O)OC(C(F)(F)F)C(F)(F)F)C=CC(=C1)C(F)(F)F)F